FC=1C(=NC=C(C1)C(F)(F)F)CC1CC2(CN(C2)C(=O)N2CC3(C2)NC(CC3)=O)C1 2-[6-[[3-fluoro-5-(trifluoromethyl)-2-pyridinyl]methyl]-2-azaspiro[3.3]heptane-2-carbonyl]-2,5-diazaspiro[3.4]octan-6-one